1-(endo-3-((4-((4-([1,2,4]Triazolo[1,5-a]pyridin-7-yloxy)-3-methyl-phenyl)amino)-8,9-dihydrofuro[2,3-h]quinazolin-6-yl)oxy)-8-aza-bicyclo[3.2.1]octan-8-yl)prop-2-en-1-one N=1C=NN2C1C=C(C=C2)OC2=C(C=C(C=C2)NC2=NC=NC1=C3C(=C(C=C21)OC2CC1CCC(C2)N1C(C=C)=O)OCC3)C